FC(C(=O)O)(F)F.CC1=NNC=C1C=1N=C(C2=C(N1)C=NC(=C2)CC(F)(F)F)N2CCC1(CCNC1)CC2 2-(3-methyl-1H-pyrazol-4-yl)-4-(2,8-diazaspiro[4.5]decan-8-yl)-6-(2,2,2-trifluoroethyl)pyrido[3,4-d]pyrimidine trifluoroacetate